C1=C2C(C(=O)C(=O)N2)N=C1 dihydropyrrolopyrroledione